FC(C(C(F)(F)F)OC(=O)N1CCC2(CN(C2)CC=2C=C(C=C(C2)C(F)(F)F)N2C3CN(C(C2)C3)CC(=O)O)CC1)(F)F 2-(5-{3-[(7-{[(1,1,1,3,3,3-Hexafluoropropan-2-yl)oxy]carbonyl}-2,7-diazaspiro[3.5]nonan-2-yl)methyl]-5-(trifluoromethyl)phenyl}-2,5-diazabicyclo[2.2.1]heptan-2-yl)acetic acid